C(O)CN.C(CCCCCCCCCCC)C1=C(C=CC=C1)S(=O)(=O)O dodecyl-benzenesulfonic acid ethanolamine salt